NC=1C=CC(=C(C1)C(CCO)NC(OC(C)(C)C)=O)F tert-butyl (1-(5-amino-2-fluorophenyl)-3-hydroxypropyl)carbamate